C(#N)CC(=O)N1C[C@@H]([C@@H](CC1)C)N(C=1C2=C(N=CN1)N(C=C2)CN(C([O-])=O)CCCCNC(OC(C)(C)C)=O)C tert-butyl ((4-(((3R,4R)-1-(2-cyanoacetyl)-4-methylpiperidin-3-yl)(methyl)amino)-7H-pyrrolo[2,3-d]pyrimidin-7-yl)methyl)butane-1,4-diyldicarbamate